1-[2-({[3-fluoro-1-(3-fluoro(2-pyridyl))cyclobutyl]methyl}amino)pyrimidin-5-yl]pyrrole-3-carboxamide FC1CC(C1)(C1=NC=CC=C1F)CNC1=NC=C(C=N1)N1C=C(C=C1)C(=O)N